4-((4-Chloro-2-(N-methylmethanesulfonamido)phenyl)amino)-6-(cyclopropanecarboxamido)-N-methoxynicotinamide ClC1=CC(=C(C=C1)NC1=CC(=NC=C1C(=O)NOC)NC(=O)C1CC1)N(S(=O)(=O)C)C